O.[Sn](Cl)(Cl)(Cl)Cl tin tetrachloride hydrate